2-[(2S)-1-[3-ethyl-7-[(1-oxidopyridin-1-ium-3-yl)methylamino]pyrazolo[1,5-a]pyrimidin-5-yl]piperidin-2-yl]ethanol C(C)C=1C=NN2C1N=C(C=C2NCC=2C=[N+](C=CC2)[O-])N2[C@@H](CCCC2)CCO